ClC1=C(C=CC(=C1)Cl)[C@@H](C)N1N=C(C=2C1=NC(=CN2)N2CC(C2)[C@H]2CN(CCC2)CCO)C 2-((S)-3-(1-(1-((R)-1-(2,4-Dichlorophenyl)ethyl)-3-methyl-1H-pyrazolo[3,4-b]pyrazin-6-yl)azetidin-3-yl)piperidin-1-yl)ethan-1-ol